(4S,7S)-7-[[(2S)-1-ethoxy-1-oxo-4-phenylbutan-2-yl]amino]-6-oxo-1,2,3,4,7,8,9,10-octahydropyridazino[1,2-a]diazepine-4-carboxylic acid CCOC(=O)[C@H](CCC1=CC=CC=C1)N[C@H]2CCCN3CCC[C@H](N3C2=O)C(=O)O